3-chloro-4-((3R)-4-(4-((2-(2,6-dioxopiperidin-3-yl)-1,3-dioxoisoindolin-4-ylamino)methyl)benzyl)-3-methylpiperazin-1-yl)benzonitrile ClC=1C=C(C#N)C=CC1N1C[C@H](N(CC1)CC1=CC=C(C=C1)CNC1=C2C(N(C(C2=CC=C1)=O)C1C(NC(CC1)=O)=O)=O)C